C(C)(C)(C)OC(=O)N1N=C(C2=CC(=CC=C12)C=1CCN(CC1)C(=O)OC(C)(C)C)C(NC1=CC=NC=C1)=O tert-Butyl-5-(1-(tert-butoxycarbonyl)-1,2,3,6-tetrahydropyridin-4-yl)-3-(pyridin-4-ylcarbamoyl)-1H-indazole-1-carboxylate